CC12CCC(CC1)N2C(=O)OC(C)(C)C tert-Butyl (1s,4s)-1-Methyl-7-azabicyclo[2.2.1]heptane-7-carboxylate